Ethyl 2-(2,6-dimethyl-4-((4-(4-(trifluoromethyl) phenyl) piperazin-1-yl) methyl) phenoxy)-2-methylpropionate CC1=C(OC(C(=O)OCC)(C)C)C(=CC(=C1)CN1CCN(CC1)C1=CC=C(C=C1)C(F)(F)F)C